CC1(COC1)C1=CC=C(C=C1)CCCO 3-(4-(3-methyloxetan-3-yl)phenyl)propan-1-ol